O.CC1=CC=C(C=C1)S(=O)(=O)N[C@@H](CCC(=O)O)C(=O)O N-p-toluenesulfonyl-L-(+)-glutamic acid monohydrate